N-(5-hydroxypyridin-2-yl)acetamide OC=1C=CC(=NC1)NC(C)=O